N-benzylsulfonyl-4-[4-[[2-(5-hydroxy-1-methylpyridine-1-ium-3-yl)phenyl]methyl]piperazine-1-yl]benzamide propyl-aminopropionate C(CC)C(C(=O)[O-])(C)N.C(C1=CC=CC=C1)S(=O)(=O)NC(C1=CC=C(C=C1)N1CCN(CC1)CC1=C(C=CC=C1)C=1C=[N+](C=C(C1)O)C)=O